1-(5-ethoxypyridin-2-yl)-N-[3-fluoro-4-[(7-methoxy-1,5-naphthyridin-4-yl)oxy]phenyl]-6-methyl-2-oxopyridine-3-carboxamide C(C)OC=1C=CC(=NC1)N1C(C(=CC=C1C)C(=O)NC1=CC(=C(C=C1)OC1=CC=NC2=CC(=CN=C12)OC)F)=O